1-([2,4'-bipyridine]-3-carbonyl)-4-(2-chlorobenzyl)piperidine-4-carbonitrile N1=C(C(=CC=C1)C(=O)N1CCC(CC1)(C#N)CC1=C(C=CC=C1)Cl)C1=CC=NC=C1